tert-butyl 3-(3-bromophenyl)-2,2-dimethylpropanoate BrC=1C=C(C=CC1)CC(C(=O)OC(C)(C)C)(C)C